ClC1=C2C(=CNC2=CC=C1)CC(=O)NC1CCC(CC1)NC1=CC(=NC2=CC=C(C=C12)Cl)C(F)(F)F 2-(4-chloro-1H-indol-3-yl)-N-[(1s,4s)-4-{[6-chloro-2-(trifluoromethyl)quinolin-4-yl]amino}cyclohexyl]acetamide